C1=NC=C(C2=CC=CC=C12)N1C(N(C2=CC=C(C=C2C1=O)CC(F)(F)F)CC1=CC=C(C=C1)OC)=O rac-3-(isoquinolin-4-yl)-1-(4-methoxybenzyl)-6-(2,2,2-trifluoroethyl)quinazoline-2,4(1H,3H)-dione